O=C1N(CCC12CCCCC2)C(=O)OC(C)(C)C tert-butyl 1-oxo-2-azaspiro[4.5]decane-2-carboxylate